Cl.N[C@H]1C(NC(CC1)=O)=O |r| rac-3-Aminopiperidine-2,6-dione hydrochloride